C(COP(=O)(O)O)[C@@H](C(=O)O)N O-PhosphoHomoserine